2,3-difluorobenzylamine FC1=C(CN)C=CC=C1F